CC=1C(=NC(=NC1)NC1=CC(=CC=C1)N1CCN(CC1)C)N1CCC2(CCNC2=O)CC1 8-(5-methyl-2-((3-(4-methylpiperazin-1-yl)phenyl)amino)pyrimidin-4-yl)-2,8-diazaspiro[4.5]decan-1-one